methyl 5-((4-((tert-butoxycarbonyl)amino)-1H-pyrazol-1-yl)methyl)picolinate C(C)(C)(C)OC(=O)NC=1C=NN(C1)CC=1C=CC(=NC1)C(=O)OC